N-(3-methoxy-4-{[3-(4-{[(1S,4S)-4-(dimethylamino)cyclohexyl]amino}-1-(2,2,2-trifluoroethyl)-1H-indol-2-yl)prop-2-yn-1-yl]amino}benzenesulfonyl)acetamide COC=1C=C(C=CC1NCC#CC=1N(C2=CC=CC(=C2C1)NC1CCC(CC1)N(C)C)CC(F)(F)F)S(=O)(=O)NC(C)=O